O=C1NC(CCC1N1C(C2=CC=CC(=C2C1=O)NCC=1C=NN(C1)C1CCN(CC1)C(CC1=NOC2=C1C=CC=C2C)=O)=O)=O 2-(2,6-dioxopiperidin-3-yl)-4-(((1-(1-(2-(7-methylbenzo[d]isoxazol-3-yl)acetyl)piperidin-4-yl)-1H-pyrazol-4-yl)methyl)amino)isoindoline-1,3-dione